FC1=C(C=CC=C1F)[C@H]1CC[C@H](N1C(C1=CC(=C(C=C1)C1=C(N=NC(=C1)OC)OC)F)=O)C(=O)O (2S,5R)-5-(2,3-difluorophenyl)-1-(4-(3,6-dimethoxypyridazin-4-yl)-3-fluorobenzoyl)pyrrolidine-2-carboxylic acid